(R)-4-amino-N-(1,1-dioxido-2,3-dihydrothiophen-3-yl)-2-methoxy-6-phenylnicotinamide NC1=CC(=NC(=C1C(=O)N[C@H]1CS(C=C1)(=O)=O)OC)C1=CC=CC=C1